C(C)(C)S(=O)(=O)C1=NN(C=C1NC1=NC(=NC=C1C#N)N)C N4-(3-isopropylsulfonyl-1-methyl-1H-pyrazol-4-yl)5-cyano-pyrimidin-2,4-diamine